tert-butyl (6-chloro-3-isopropylimidazo[1,2-b]pyridazin-8-yl)(2-isopropoxybenzyl)carbamate ClC=1C=C(C=2N(N1)C(=CN2)C(C)C)N(C(OC(C)(C)C)=O)CC2=C(C=CC=C2)OC(C)C